OC(CN1N=CC(=C1)C1=NC(=CC(=N1)N1CC2(C1)CCN(CC2)C(C)=O)NC2=CC(=NN2)OC)(C)C 1-(2-(2-(1-(2-hydroxy-2-methylpropyl)-1H-pyrazol-4-yl)-6-((3-methoxy-1H-pyrazol-5-yl)amino)pyrimidin-4-yl)-2,7-diazaspiro[3.5]nonan-7-yl)ethane-1-one